FC=1C=C(C=C(C1F)F)C1=C(C=CC=C1)NC(=O)C=1C(=NN(C1F)C)C N-(3',4',5'-trifluoro-biphenyl-2-yl)-1,3-dimethyl-5-fluoropyrazol-4-ylcarboxamide